ClC=1C=C(C(=NC1)OC)S(=O)(=O)NC1=C(C(=CC=C1)C#C)F 5-chloro-N-(3-ethynyl-2-fluorophenyl)-2-methoxypyridine-3-sulfonamide